fluoro-pyridinecarbaldehyde FC=1C(=NC=CC1)C=O